FC(OC1=CC(=C(C(=C1)C(C)C)CC(=O)N[S@@](=O)(=N)C1=C(N=C(S1)C(C)(C)O)C)C(C)C)F |o1:16| (S)- or (R)-2-(4-(difluoromethoxy)-2,6-diisopropylphenyl)-N-(2-(2-hydroxypropan-2-yl)-4-methylthiazol-5-ylsulfonimidoyl)acetamide